2-(2,6-dioxo-3-piperidyl)-5-[4-[(3S)-1-[[1-[6-[5-(1-methylcyclopropoxy)-1H-indazol-3-yl]pyrimidin-4-yl]-4-piperidyl]methyl]pyrrolidin-3-yl]oxy-1-piperidyl]isoindoline-1,3-dione O=C1NC(CCC1N1C(C2=CC=C(C=C2C1=O)N1CCC(CC1)O[C@@H]1CN(CC1)CC1CCN(CC1)C1=NC=NC(=C1)C1=NNC2=CC=C(C=C12)OC1(CC1)C)=O)=O